1'-(6-amino-5-((2-amino-3-chloro-pyridin-4-yl)thio)pyrazin-2-yl)-6-(pyrrolidin-1-yl)-1,3-dihydrospiro[indene-2,4'-piperidin]-1-amine NC1=C(N=CC(=N1)N1CCC2(CC1)C(C1=CC(=CC=C1C2)N2CCCC2)N)SC2=C(C(=NC=C2)N)Cl